(R)-4-((3,5-dimethylisoxazol-4-yl)methyl)-1-ethyl-N-(1-methylcyclopropyl)-5-oxo-1,2,4,5-tetrahydroimidazo[1,2-a]quinazoline-7-sulfonamide CC1=NOC(=C1CN1C=2N(C3=CC=C(C=C3C1=O)S(=O)(=O)NC1(CC1)C)[C@@H](CN2)CC)C